adipic acid, lithium salt [Li+].C(CCCCC(=O)[O-])(=O)[O-].[Li+]